[N+](=O)([O-])[Se]C1=C(C=CC=C1)N1C(CCC1=O)=O N-(2-nitroselenophenyl)succinimide